sodium para-hydroxyphenylpropionate OC1=CC=C(C=C1)OC(CC)=O.[Na]